C1(CCCCC1)NC1=CC=C(C=C1)NC1=CC=CC=C1 N-cyclohexyl-N'-phenyl-p-phenylenedi-amine